C(#N)CC1CCN(CC1)N1C(=NC=2C1=C1C(=NC2)N(C=C1)C(=O)OC(C)(C)C)[C@@H](C)OC(CCC1=C(C=CC=C1)N=O)=O tert-butyl (R)-1-(4-cyanomethylpiperidin-1-yl)-2-(1-((3-(2-nitrosophenyl)propionyl)oxy)ethyl)imidazo[4,5-d]pyrrolo[2,3-b]pyridin-6(1H)-carboxylate